BrC1=C(C=CC=C1)C(C(F)(F)F)=O 1-(2-Bromophenyl)-2,2,2-trifluoroethan-1-on